C1=C2N(C=CC=N1)C=CC=C2 pyrido[1,2-a][1,4]diazepine